1-[3-[4-(4-chloro-2-methylsulfonyl-phenyl)phenyl]azetidine-1-carbonyl]-N-ethyl-pyrrolidine-3-carboxamide ClC1=CC(=C(C=C1)C1=CC=C(C=C1)C1CN(C1)C(=O)N1CC(CC1)C(=O)NCC)S(=O)(=O)C